4,6-DIFLUORO-5-PYRIMIDINEFORMALDEHYDE FC1=NC=NC(=C1C=O)F